C(C1=CC=CC=C1)N(C1=CC=C(C=C1)C1(C(NC1)=O)C)CC1=CC=CC=C1 3-(4-(dibenzylamino)phenyl)-3-methylazetidin-2-one